The molecule is an oxo dicarboxylic acid that is adipic acid substituted by an oxo group at position 2. It has a role as a human metabolite and a mouse metabolite. It derives from an adipic acid. It is a conjugate acid of a 2-oxoadipate(2-). C(CC(=O)C(=O)O)CC(=O)O